ethoxy-2-methyl-1-nitrobenzene C(C)OC=1C(=C(C=CC1)[N+](=O)[O-])C